ClC1=C(C=C(OCC(=O)N[C@@H]2CC[C@H](CC2)CNC(C2=NC(=CC=C2)O)=O)C=C1)F trans-N-((4-(2-(4-chloro-3-fluorophenoxy)acetamido)cyclohexyl)methyl)-6-hydroxypicolinamide